(S)-7-(bromomethyl)-9-(2-chloro-4-fluorophenyl)-4-(1-(4-methoxypyridin-2-yl)ethyl)-3,4-dihydrobenzo[f][1,4]oxazepin-5(2H)-one BrCC=1C=C(C2=C(C(N(CCO2)[C@@H](C)C2=NC=CC(=C2)OC)=O)C1)C1=C(C=C(C=C1)F)Cl